tert-butyl 3-(8-(2-(((tert-butyldimethylsilyl)oxy)methyl)thieno[3,2-b]pyridin-7-yl)-6-(trifluoromethyl)-3,4-dihydroquinolin-1(2H)-yl)pyrrolidine-1-carboxylate [Si](C)(C)(C(C)(C)C)OCC1=CC2=NC=CC(=C2S1)C=1C=C(C=C2CCCN(C12)C1CN(CC1)C(=O)OC(C)(C)C)C(F)(F)F